N-ethoxy-4-((3-(5-fluoropyrimidin-2-yl)-2-methoxyphenyl)amino)-6-((5-fluoropyrimidin-2-yl)amino)nicotinamide (butane-1,4-diylbis(oxy))bis(ethane-1,1-diyl)diacrylate C(CCCOC(C)C=CC(=O)O)OC(C)C=CC(=O)O.C(C)ONC(C1=CN=C(C=C1NC1=C(C(=CC=C1)C1=NC=C(C=N1)F)OC)NC1=NC=C(C=N1)F)=O